ClC1=C(C=NN(C1=O)C)N[C@@H]1C[C@@H](CN(C1)C)C1=CC=C(C(=O)N2CCC3(CC2)CCN(CC3)C3=CC(=C(C=C3F)C3C(NC(CC3)=O)=O)OC)C=C1 3-[4-[3-[4-[(3R,5R)-5-[(5-chloro-1-methyl-6-oxo-pyridazin-4-yl)amino]-1-methyl-3-piperidyl]benzoyl]-3,9-diazaspiro[5.5]undecan-9-yl]-5-fluoro-2-methoxy-phenyl]piperidine-2,6-dione